FC(CNC(=O)[C@@H]1CN(CCC1)NC1=C2C(=NC=C1C(=O)OCC)NC=C2)(F)F ethyl (S)-4-((3-((2,2,2-trifluoroethyl)carbamoyl)piperidin-1-yl)amino)-1H-pyrrolo[2,3-b]pyridine-5-carboxylate